3,5-dimethylphenyl dihydrogen phosphate P(=O)(OC1=CC(=CC(=C1)C)C)(O)O